(R)-1-(4-chloropyridin-3-yl)-N-methylazepan-3-amine ClC1=C(C=NC=C1)N1C[C@@H](CCCC1)NC